BrC1=CC(=C(C=2CCC3(C12)CC3)C(=O)O)F 7'-bromo-5'-fluoro-2',3'-dihydrospiro[cyclopropane-1,1'-indene]-4'-carboxylic acid